3-(benzyl-(methyl)amino)-1-phenylpropan-1-one C(C1=CC=CC=C1)N(CCC(=O)C1=CC=CC=C1)C